NCCN1N=C(C(=C1)C1=NC=CC(=N1)NC=1N=CC2=CC=CC(=C2C1)C(C)C)Cl 3-((2-(1-(2-aminoethyl)-3-chloro-1H-pyrazol-4-yl)pyrimidin-4-yl)amino)-5-isopropyl-Isoquinoline